C(C1=CC=CC=C1)(=O)O[C@H]1[C@@H](OC[C@@H]1O)N1C2=NC=NC(=C2N=C1)NC(C1=CC=CC=C1)=O (2R,3R,4S)-2-(6-benzoylamino-9H-purin-9-yl)-4-hydroxytetrahydrofuran-3-yl benzoate